C1(CCCCCCCCO1)=O nonanlactone